FC1=C(CCC2=NC(N3C(N4C(CSCC4)C3)=C2)=O)C=CC=C1F 7-(2,3-Difluorophenethyl)-3,4,11,11a-tetrahydropyrimido[6',1':2,3]imidazo[5,1-c][1,4]thiazin-9(1H)-one